CN(C1CCNCC1)CC=1C=C2CN(C(C2=CC1)=O)C1C(NC(CC1)=O)=O 3-[5-[[methyl(4-piperidyl)amino]methyl]-1-oxo-isoindolin-2-yl]piperidine-2,6-dione